C(C)(C)(C)C(COCC(=O)NC=1C=C(C=CC1)C1=CN=C2N1C=C(C=C2)OC(NC)=O)OC (3-(3-(2-(tert-butyl 2-methoxyethoxy)acetamido)phenyl)imidazo[1,2-a]pyridin-6-yl)(methyl)carbamate